(R)-6-((1-benzylpiperidin-3-yl)oxy)-N-(6-chloropyridin-3-yl)isoquinolin-1-amine C(C1=CC=CC=C1)N1C[C@@H](CCC1)OC=1C=C2C=CN=C(C2=CC1)NC=1C=NC(=CC1)Cl